COC1=CC=C2C=NN(C2=C1NS(=O)(=O)C=1C=NC(=CC1)N1N=CC(=C1)C)C N-(6-METHOXY-1-METHYLINDAZOL-7-YL)-6-(4-METHYLPYRAZOL-1-YL)PYRIDINE-3-SULFONAMIDE